tert-butyl 4-[1-(6-bromo-2-naphthyl)-5-methyl-pyrazol-3-yl]piperazine-1-carboxylate BrC=1C=C2C=CC(=CC2=CC1)N1N=C(C=C1C)N1CCN(CC1)C(=O)OC(C)(C)C